2-(4-cyclopropyl-6-methoxy-pyrimidin-5-yl)-4-[[4-[1-cyclopropyl-4-(trifluoromethyl)imidazol-2-yl]-3-fluoro-phenyl]methoxy]-6-methoxy-pteridine C1(CC1)C1=NC=NC(=C1C1=NC2=NC=C(N=C2C(=N1)OCC1=CC(=C(C=C1)C=1N(C=C(N1)C(F)(F)F)C1CC1)F)OC)OC